3-((2,6-dioxopiperidin-3-yl)oxy)-5-methoxybenzenesulfonyl fluoride O=C1NC(CCC1OC=1C=C(C=C(C1)OC)S(=O)(=O)F)=O